N5-((1S,3R,4R)-4-Hydroxy-3-methylcyclohexyl)-N3-methyl-1-((S)-1-phenylethyl)-1H-pyrazole-3,5-dicarboxamide O[C@H]1[C@@H](C[C@H](CC1)NC(=O)C1=CC(=NN1[C@@H](C)C1=CC=CC=C1)C(=O)NC)C